(7-chloro-3-cyano-6-fluoro-1-(2-isopropyl-4-methylpyridin-3-yl)-2-oxo-1,2-dihydro-1,8-naphthyridin-4-yl)piperazine-1-carboxylic acid tert-butyl ester C(C)(C)(C)OC(=O)N1C(CNCC1)C1=C(C(N(C2=NC(=C(C=C12)F)Cl)C=1C(=NC=CC1C)C(C)C)=O)C#N